N1C=NC=C1C1=C(N=C2N1C=C(C=N2)COCC(COC)C)C2=NC(=NN2)C(F)(F)F 5-[3-(1H-imidazol-5-yl)-6-[(3-methoxy-2-methylpropoxy)methyl]imidazo[1,2-a]pyrimidin-2-yl]-3-(trifluoromethyl)-1H-1,2,4-triazole